boc-O-tosylhydroxylamine C(=O)(OC(C)(C)C)NOS(=O)(=O)C1=CC=C(C)C=C1